N-cyclopentyl-N,6,7-trimethyl-1H-benzo[d]imidazole-2-carboxamide C1(CCCC1)N(C(=O)C1=NC2=C(N1)C(=C(C=C2)C)C)C